4-isopropoxy-1-((4-phenoxybenzoyl)glycyl)pyrrolidine-2-carboxamide zinc histidine salt N[C@@H](CC1=CNC=N1)C(=O)[O-].[Zn+2].C(C)(C)OC1CC(N(C1)C(CNC(C1=CC=C(C=C1)OC1=CC=CC=C1)=O)=O)C(=O)[NH-]